N-[5-[2-cyano-5-[(2-oxo-3-azabicyclo[2.2.2]octan-4-yl)methoxy]-4-pyridyl]pyrazolo[1,5-a]pyridin-2-yl]cyclopropanecarboxamide C(#N)C1=NC=C(C(=C1)C1=CC=2N(C=C1)N=C(C2)NC(=O)C2CC2)OCC21NC(C(CC2)CC1)=O